[Co](Cl)(Cl)=O cobalt chloride oxide